C(C)(C)C1CN(C1)C=1C=C2C(=CC=NC2=CC1)C(=O)OC methyl 6-(3-isopropylazetidin-1-yl)quinoline-4-carboxylate